CN1CCC12CNC2 1-methyl-1,6-diazaspiro[3.3]heptane